BrC=1C=NN(C1CN(C)C)C 1-(4-bromo-1-methyl-1H-pyrazol-5-yl)-N,N-dimethylmethanamine